tert-butyl 2-[(4-methoxyphenyl)methyl-methyl-amino]-5,7-dihydropyrrolo[3,4-b]pyridine-6-carboxylate COC1=CC=C(C=C1)CN(C1=CC=C2C(=N1)CN(C2)C(=O)OC(C)(C)C)C